C(C)OC(CNC(CN(C(CN1N=C(C=2C(=CC=CC12)C1=C(C=C2C=NN(C2=C1)C)F)C(F)(F)F)=O)C)=O)=O.OCC1CC1 1-(hydroxymethyl)cyclopropane ethyl-2-(2-{2-[5'-fluoro-1'-methyl-3-(trifluoromethyl)-[4,6'-biindazol]-1-yl]-N-methylacetamido}acetamido)acetate